C1N(CC12C(=CCC2)C(=O)OC)C(=O)OC(C)(C)C 2-(tert-butyl) 5-methyl 2-azaspiro[3.4]oct-5-ene-2,5-dicarboxylate